C(C)(=O)O[C@H]1[C@@H](O[C@@H]([C@@H]([C@@H]1N=[N+]=[N-])OC(C)=O)COC(C)=O)C#N 2,4,6-tri-O-acetyl-3-azido-3-deoxy-beta-D-galactopyranosyl cyanide